CC1=C(C(=NC2=C3N=C(C=CC3=CC=C12)C(=O)O)C(=O)O)C dimethyl-2,9-dicarboxy-1,10-phenanthroline